acryloyloxyheptyl dihydrogen Phosphate P(=O)(OCCCCCCCOC(C=C)=O)(O)O